2,6-dimethoxy-4-[5-(1-methylpyrazol-4-yl)benzimidazol-1-yl]benzamide COC1=C(C(=O)N)C(=CC(=C1)N1C=NC2=C1C=CC(=C2)C=2C=NN(C2)C)OC